lanthanum-strontium-cobalt-iron [Fe].[Co].[Sr].[La]